C(#N)C=1C=C(C=C(C1N[C@H](CCN(C)C)CCC1=CC=CC=C1)F)S(=O)(=O)NC(=O)[C@]1(OCCCC1)C (S)-N-((3-CYANO-4-(((S)-1-(DIMETHYLAMINO)-5-PHENYLPENTAN-3-YL)AMINO)-5-FLUOROPHENYL)SULFONYL)-2-METHYLTETRAHYDRO-2H-PYRAN-2-CARBOXAMIDE